C(C)C=1C=NN2C1N=C(C=C2NCC=2C=CC(=NC2)OCCN2CCN(CC2)C(=O)OC(C)(C)C)N2[C@@H](CCCC2)CCO tert-butyl 4-[2-[[5-[[[3-ethyl-5-[(2S)-2-(2-hydroxyethyl)-1-piperidyl]pyrazolo[1,5-a]pyrimidin-7-yl]amino]methyl]-2-pyridyl]oxy]ethyl]piperazine-1-carboxylate